COC1=C(C(=O)C2=C(C=NC=C2)C(=O)O)C=CC(=C1)C 4-(2-methoxy-4-methylbenzoyl)pyridine-3-carboxylic acid